COC1=C(C=C2C(=NNC2=C1)C(=O)NC[2H])C=1C(=NC=CC1)C(N(C)C1=C(C=CC=C1)OC(F)(F)F)=O 6-methoxy-5-({[2-(trifluoro-methoxy)phenyl]{methyl}-carbamoyl}pyridin-3-yl)-N-(deutero)methyl-1H-indazole-3-carboxamide